C1=CC=CC=2C3=CC=CC=C3C(C12)COC(=O)N1CC(=CC=C1)C(=O)OC(C)(C)C Pyridine-1,3-dicarboxylic acid 3-tert-butyl 1-(9H-fluoren-9-ylmethyl) ester